COC1=CC=C(C=C1)C(=O)C1=CC=CC=C1 (4-methoxyphenyl)(phenyl)methanone